NC1=C(C(=CC=C1)Cl)N(C(OC(C)(C)C)=O)C(=O)OC(C)(C)C tert-butyl (2-amino-6-chlorophenyl)(tert-butoxycarbonyl)carbamate